bis-Phenyl Ether C1(=CC=CC=C1)OC1=CC=CC=C1